BrC1=C(C=2C=NN(C2C=C1)C)C(=O)OC methyl 5-bromo-1-methyl-indazole-4-carboxylate